2-acryloxyethyl-2-hydroxyethyl-phthalic acid C(C=C)(=O)OCCC=1C(=C(C(C(=O)O)=CC1)C(=O)O)CCO